C(=O)(O)CCC(=O)OCC#CCOC=1C(=[N+](ON1)[O-])S(=O)(=O)C1=CC=CC=C1 4-((4-((3-carboxypropionyl)oxy)but-2-yn-1-yl)oxy)-3-(benzenesulfonyl)-1,2,5-oxadiazole 2-Oxide